CCCCC/C=C\C/C=C\C/C=C\CCCCCCC(=O)OC[C@H](COP(=O)([O-])OCC[N+](C)(C)C)OC(=O)CCCCC/C=C\C/C=C\C/C=C\C/C=C\CCCCC 1-(8Z,11Z,14Z-eicosatrienoyl)-2-(7Z,10Z,13Z,16Z-docosatetraenoyl)-glycero-3-phosphocholine